N-(3-(4-fluorophenoxy)propyl)prop-2-en-1-amine FC1=CC=C(OCCCNCC=C)C=C1